C1(CC1)C1=NNC(=N1)C1CC2(CN(C2)C(=O)N2CC3(C2)CN(C3)CC3=NN(C=C3)CCC(F)(F)F)C1 [6-(3-cyclopropyl-1H-1,2,4-triazol-5-yl)-2-azaspiro[3.3]heptan-2-yl]-[6-[[1-(3,3,3-trifluoropropyl)pyrazol-3-yl]methyl]-2,6-diazaspiro[3.3]heptan-2-yl]methanone